N[C@@H](COC(C(F)(F)F)(C)C)C1=NC2=C(N1)C=C(C=C2)[C@@H](C)NC(CC2CC(C2)(F)F)=O |o1:1| N-((R)-1-(2-((R*)-1-amino-2-((1,1,1-trifluoro-2-methylpropan-2-yl)oxy)ethyl)-1H-benzo[d]imidazol-6-yl)ethyl)-2-(3,3-difluorocyclobutyl)acetamide